BrCC1=C(C(=O)OC)C=CC(=C1)C methyl 2-(bromomethyl)-4-methylbenzoate